FC(C1=NN=C(O1)C1=CC=C(CN2C(N(C3=C2C=C(C=C3)C3=C(C=CC(=C3)F)F)C3CCN(CC3)C)=O)C=C1)F 3-(4-(5-(difluoromethyl)-1,3,4-oxadiazol-2-yl)benzyl)-5-(2,5-difluorophenyl)-1-(1-methylpiperidin-4-yl)-1,3-dihydro-2H-benzo[d]imidazol-2-one